[Br-].C1(CCCC1)C(C(=O)OC1C[N+](CC1)(C)CC(=O)OCC)(O)C1=CC=CC=C1 3-(2-cyclopentyl-2-phenyl-2-hydroxyacetoxy)-1-(ethoxycarbonylmethyl)-1-methylpyrrolidinium bromide